2,7-bis-(methylthio)naphthalene CSC1=CC2=CC(=CC=C2C=C1)SC